N'-(5-Bromo-6-(((cyclopropylmethyl)(4-fluorophenyl)(isopentyl)(oxo)-λ6-sulfaneyliden)amino)-2-methylpyridin-3-yl)-N-ethyl-N-methylformimidamid BrC=1C=C(C(=NC1N=S(=O)(C(CC(C)C)CC1CC1)C1=CC=C(C=C1)F)C)N=CN(C)CC